O.O.O.ClC(C(=O)O)(Cl)Cl trichloroacetic acid trihydrate